C(CCCCC)C(C(=O)OCCCCCCOCC(C(=O)N(CCCCCCCC)CCOCCOCCOCCOCCNC(=O)C=1N=CNC1)OCCCCCCOC(C(CCCCCCCC)CCCCCC)=O)CCCCCCCC 6-[2-[6-(2-hexyldecanoyloxy)hexoxy]-3-[2-[2-[2-[2-[2-(1H-imidazole-4-carbonylamino)ethoxy]ethoxy]ethoxy]ethoxy]ethyloctyl-amino]-3-oxo-propoxy]hexyl 2-hexyldecanoate